N-methyl-1-(5-(2-((4-(trifluoromethyl)phenyl)amino)phenyl)-1,3,4-oxadiazol-2-yl)cyclopropane-1-carboxamide CNC(=O)C1(CC1)C=1OC(=NN1)C1=C(C=CC=C1)NC1=CC=C(C=C1)C(F)(F)F